(7-methyl-6,7,8,9-tetrahydro-3H-pyrrolo[3,2-f]isoquinolin-2-yl)methanone CN1CC2=CC=C3C(=C2CC1)C=C(N3)C=O